4-[4-[4-[(2,6-dibenzyloxy-3-pyridinyl)amino]-2-fluoro-phenyl]piperazin-1-yl]-3,3-difluoro-piperidine-1-carboxylic acid tert-butyl ester C(C)(C)(C)OC(=O)N1CC(C(CC1)N1CCN(CC1)C1=C(C=C(C=C1)NC=1C(=NC(=CC1)OCC1=CC=CC=C1)OCC1=CC=CC=C1)F)(F)F